F[C@@H]1C[C@H](N(C1)C)CO [(2S,4R)-4-fluoro-1-methylpyrrolidin-2-yl]methanol